{2-[(2,4-dimethoxybenzyl)sulfamoyl]-4-nitrophenyl}-1H-pyrazole-4-carboxylic acid ethyl ester C(C)OC(=O)C=1C=NN(C1)C1=C(C=C(C=C1)[N+](=O)[O-])S(NCC1=C(C=C(C=C1)OC)OC)(=O)=O